C(C)(=O)O.C(C)(=O)O.C[Sn](CCCCCCCC)(CCCCCCCC)C dimethyl-dioctyl-tin diacetate